6-((7-methoxy-4-methyl-1H-[1,2,3]triazolo[4,5-c][1,8]naphthyridin-1-yl)methyl)pyridine-3-sulfonamide COC=1C=CC=2C3=C(C(=NC2N1)C)N=NN3CC3=CC=C(C=N3)S(=O)(=O)N